3-{[2-amino-4-methyl-6-(pentylamino)pyrimidin-5-yl]methyl}-4-hydroxybenzaldehyde NC1=NC(=C(C(=N1)C)CC=1C=C(C=O)C=CC1O)NCCCCC